C(C)(=O)N1CCN(CC1)C1=C(C=C(C=C1)N1N=NC=2C(N(C=3C=CC(=CC3C21)C=2C=NC(=CC2)OC)CCN2CCCC2)=O)C(F)(F)F 1-(4-(4-acetylpiperazin-1-yl)-3-(trifluoromethyl)phenyl)-8-(6-methoxypyridin-3-yl)-5-(2-(Pyrrolidin-1-yl)ethyl)-1,5-dihydro-4H-[1,2,3]triazolo[4,5-c]quinolin-4-one